Methyl-L-isoleucinate CN[C@@H]([C@@H](C)CC)C(=O)[O-]